4-(cyclobutylamino)pyrimidine-5-carbonitrile C1(CCC1)NC1=NC=NC=C1C#N